ClC1=CC=C(C=N1)CN(C1=CC(OC1)=O)CC=1SC=CC1 4-(((6-chloropyridin-3-yl)methyl)(thiophen-2-ylmethyl)amino)furan-2(5H)-one